S(=O)(=O)(ON1[C@@H]2CC[C@H](N(C1=O)C2)C(NS(=O)(=O)CC)=N)[O-].[Na+] sodium (2S,5R)-2-(N-(ethylsulfonyl) carbamimidoyl)-7-oxo-1,6-diazabicyclo[3.2.1]octan-6-yl sulfate